FC1=C(CNC(=O)C=2C(C(=C3N([C@H]4[C@H](CC[C@@H](N(C3=O)C4)C)OC)C2)O)=O)C=CC(=C1)F (3S,6S,7R)-N-(2,4-difluorobenzyl)-12-hydroxy-6-methoxy-3-methyl-1,11-dioxo-1,4,5,6,7,11-hexahydro-3H-2,7-methanopyrido[1,2-a][1,4]diazonine-10-carboxamide